1,4-dimercapto-2-(tripropoxysilyl)butane SCC(CCS)[Si](OCCC)(OCCC)OCCC